(R)-1-(3-((3-(cyclopropylmethyl)-1H-pyrrolo[2,3-b]pyridin-4-yl)amino)piperidin-1-yl)prop-2-en-1-one C1(CC1)CC1=CNC2=NC=CC(=C21)N[C@H]2CN(CCC2)C(C=C)=O